ClC=1C=C(C=CC1Cl)N1N=C(C(C1)C)NC(CCCNC(OCC(N1CCCCC1)=O)=O)=O 2-oxo-2-(piperidin-1-yl)ethyl (4-((1-(3,4-dichlorophenyl)-4-methyl-4,5-dihydro-1H-pyrazol-3-yl)amino)-4-oxobutyl)carbamate